hydroxy-4,4',6'-tributoxybenzophenone OC1=C(C(=O)C2=CC=C(C=C2OCCCC)OCCCC)C=CC(=C1)OCCCC